ClC=1C(=C(OCC(=O)O)C=C(C1CC=1C=C(C(=CC1)O)C1=CC(=CC=C1)OC(F)F)Cl)F 2-(3,5-dichloro-4-((3'-(difluoromethoxy)-6-hydroxy-[1,1'-biphenyl]-3-yl)methyl)-2-fluorophenoxy)acetic acid